3-cyanomethyl-2-(2-fluorophenyl)indazole tert-butyl-(3S)-4-(7-(4-chloropyridin-2-yl)-5-(2-methylmorpholino)-7H-pyrrolo[2,3-d]pyrimidin-4-yl)-3-methylpiperazine-1-carboxylate C(C)(C)(C)OC(=O)N1C[C@@H](N(CC1)C=1C2=C(N=CN1)N(C=C2N2CC(OCC2)C)C2=NC=CC(=C2)Cl)C.C(#N)CC=2N(N=C1C=CC=CC21)C2=C(C=CC=C2)F